FC1CN(CCC1)C(C(F)(F)F)=O 3-fluoro-1-(2,2,2-trifluoroacetyl)piperidin